F[P-](F)(F)(F)(F)F.N1(N=NC2=C1C=CC=C2)C(=[N+](C)C)N(C)C N-[(1H-benzotriazol-1-yl)-(dimethylamino)methylene]-N-methylmethanaminium hexafluorophosphate